C(C)(C)(C)[Si](OCCCC1=NC(=CC(=C1)B(O)O)C(F)(F)F)(C)C [2-[3-[tertbutyl(dimethyl)silyl]oxypropyl]-6-(trifluoromethyl)-4-pyridyl]boronic acid